1-{5-[(3R)-2,6-dioxopiperidin-3-yl]pyridin-2-yl}piperidin O=C1NC(CC[C@@H]1C=1C=CC(=NC1)N1CCCCC1)=O